CN1C=C(C=CC1=O)S(=O)(=O)NC(C(F)(F)F)C1=CC=C(C=C1)F 1-methyl-6-oxo-N-(2,2,2-trifluoro-1-(4-fluorophenyl)ethyl)-1,6-dihydropyridine-3-sulfonamide